C(C)[C@@H]1CC=2C(=NN(C2C(F)(F)F)CC(=O)N2[C@@H]([C@@H](CC2)N2CCOCC2)C2=C(C(=CC=C2)OC)C)[C@H]1C 2-[(5R,6S)-5-ethyl-6-methyl-3-(trifluoromethyl)-5,6-dihydro-4H-cyclopenta[c]pyrazol-2-yl]-1-[(2R,3R)-2-(3-methoxy-2-methyl-phenyl)-3-morpholino-pyrrolidin-1-yl]ethanone